(S)-2-((((9H-fluoren-9-yl)methoxy)carbonyl)amino)-3-(4-(1-(2-(dimethylamino)-2-oxoethyl)-1H-pyrazol-4-yl)phenyl)propanoic acid C1=CC=CC=2C3=CC=CC=C3C(C12)COC(=O)N[C@H](C(=O)O)CC1=CC=C(C=C1)C=1C=NN(C1)CC(=O)N(C)C